C(C#CC)(=O)N1CCC(CC1)OC=1C(=CC=2C3=C(N(C(N(C13)C)=O)C1=C(C(=C(C=C1)Cl)Cl)F)N=CN2)OC 9-((1-(but-2-ynoyl)piperidin-4-yl)oxy)-3-(3,4-dichloro-2-fluorophenyl)-8-methoxy-1-methyl-1H-pyrimido[4,5,6-de]quinazolin-2(3H)-one